1-(2-ethoxyethyl)imidazoline C(C)OCCN1C=NCC1